1-(2-Chlorophenyl)-7-cyclopropyl-4-((2-methoxypyridin-4-yl)amino)quinazolin-2(1H)-one ClC1=C(C=CC=C1)N1C(N=C(C2=CC=C(C=C12)C1CC1)NC1=CC(=NC=C1)OC)=O